5-(2-(((3R,4S)-3-fluoro-1-(oxetan-3-yl)piperidin-4-yl)amino)-4-methoxypyrrolo[2,1-f][1,2,4]triazin-5-yl)-N-methylpyrazolo[1,5-a]pyridine-3-carboxamide F[C@@H]1CN(CC[C@@H]1NC1=NN2C(C(=N1)OC)=C(C=C2)C2=CC=1N(C=C2)N=CC1C(=O)NC)C1COC1